(5s,8s)-8-{[1-(2-hydroxyethyl)-1H-pyrazol-4-yl]amino}-N-[(1R)-1,2,3,4-tetrahydronaphthalen-1-yl]-2-azaspiro[4.5]decane-2-carboxamide OCCN1N=CC(=C1)NC1CCC2(CCN(C2)C(=O)N[C@@H]2CCCC3=CC=CC=C23)CC1